N-allyl-1H-indole C(C=C)N1C=CC2=CC=CC=C12